O=C1NC(CC[C@@H]1C1=CC=C(C=C1)N1CCC(CC1)C(=O)OC(C)(C)C)=O |r| rac-tert-butyl (R)-1-(4-(2,6-dioxopiperidin-3-yl)phenyl)piperidine-4-carboxylate